N-[4-(1,1-dioxido-4-oxo-1,2,5-thiadiazolidin-2-yl)-3-fluoro-5-hydroxyphenyl]cyclopropanesulfonamide O=S1(N(CC(N1)=O)C1=C(C=C(C=C1O)NS(=O)(=O)C1CC1)F)=O